C(C)C1OCCN(C1)CC1=CC(=C2CNC(C2=C1)=O)C(F)(F)F 6-((2-ethylmorpholino)methyl)-4-(trifluoromethyl)isoindolin-1-one